C(C1=CC=CC=C1)C1=NN2C(N=C(C=C2O)C)=C1C1=CC=C(C=C1)Cl benzyl-3-(4-chlorophenyl)-5-methylpyrazolo[1,5-a]pyrimidin-7-ol